(R)-1,2-Dihydroxypropan OC[C@@H](C)O